FC1=CC=C2C=NC(=NC2=C1C=1C=C(C=CC1)NC(C=C)=O)NC=1C(=NC(=CC1)N1CCN(CC1)C)OC N-(3-(7-fluoro-2-((2-methoxy-6-(4-methylpiperazin-1-yl)pyridin-3-yl)amino)quinazolin-8-yl)phenyl)acrylamide